(2S,4R)-1-((S)-2-(1-fluorocyclopropanecarboxamido)-3,3-dimethylbutanoyl)-4-hydroxy-N-(4-(4-methylthiazol-5-yl)-2-((8-sulfamoyloctyl)oxy)benzyl)pyrrolidine-2-carboxamide FC1(CC1)C(=O)N[C@H](C(=O)N1[C@@H](C[C@H](C1)O)C(=O)NCC1=C(C=C(C=C1)C1=C(N=CS1)C)OCCCCCCCCS(N)(=O)=O)C(C)(C)C